FC=1C(=C(C=CC1F)[C@@H]1[C@H](O[C@](C1)(CC(F)(F)F)C)C(=O)NC1=CC(=NC=C1)C(=O)N)OC 4-((2S,3R,5R)-3-(3,4-difluoro-2-methoxyphenyl)-5-methyl-5-(2,2,2-trifluoroethyl)tetrahydrofuran-2-carboxamido)picolinamide